FC1=C(C=C(C=C1)C=1N=CN2C1C(N(C=C2)CC(=O)N2CC(C2)(C)F)=O)C(F)(F)F 1-(4-fluoro-3-(trifluoromethyl)phenyl)-7-(2-(3-fluoro-3-methylazetidin-1-yl)-2-oxoethyl)imidazo[1,5-a]pyrazin-8(7H)-one